3-(1-(1H-indol-2-yl)cyclopropyl)-6-((3S,4S)-4-amino-3-methyl-2-oxa-8-azaspiro[4.5]decan-8-yl)-1,5-dihydro-4H-pyrazolo[3,4-d]pyrimidin-4-one N1C(=CC2=CC=CC=C12)C1(CC1)C1=NNC=2N=C(NC(C21)=O)N2CCC1([C@@H]([C@@H](OC1)C)N)CC2